NC=1NC(=C(N1)C1=CC(=NC=C1)C)C1=CC2=C(OCC(N2CC2CC2)=O)C=C1 6-(2-Amino-4-(2-methylpyridin-4-yl)-1H-imidazol-5-yl)-4-(cyclopropylmethyl)-2H-benzo[b][1,4]oxazin-3(4H)-one